C=CCCCCCCC(C)C Isoundecen